4-(4-((4,4-dimethylpiperidin-1-yl)methyl)phenyl)-9-(6-(methylamino)pyrimidin-4-yl)-1,4,9-triazaspiro[5.5]undecan-2-one CC1(CCN(CC1)CC1=CC=C(C=C1)N1CC(NC2(C1)CCN(CC2)C2=NC=NC(=C2)NC)=O)C